FC1=CC(=C(C=C1)[Sn](C1=C(C=C(C=C1)F)C)(C1=C(C=C(C=C1)F)C)C1=C(C=C(C=C1)F)C)C tetrakis(4-fluoro-2-methylphenyl)stannane